C(\C=C\C1=CC=C(C=C1)O)(=O)SCCNC(CCNC([C@@H](C(COP(OP(OC[C@@H]1[C@H]([C@H]([C@@H](O1)N1C=NC=2C(N)=NC=NC12)O)OP(=O)(O)O)(=O)O)(=O)O)(C)C)O)=O)=O p-coumaryl-coenzyme A